Cl.C(#N)C=1C=NN2C1C(=CC(=C2)C=2C=NC(=NC2)N2CCNCC2)C=2C=CC(=NC2)N2CCC(CC2)(C(=O)NC(C)C)CC 1-[5-[3-cyano-6-(2-piperazin-1-ylpyrimidin-5-yl)pyrazolo[1,5-a]pyridin-4-yl]-2-pyridyl]-4-ethyl-N-isopropyl-piperidine-4-carboxamide hydrochloric acid salt